C(#N)C1=CC=C(CCC(=O)O)C=C1.C(C)(=O)OCC1=CC=C(C=C1)C#N 4-Cyanobenzyl acetate (4-cyanobenzyl acetate)